((1-cyclopropyl-3-(tetrahydro-2H-pyran-4-yl)-1H-pyrazol-4-yl)oxy)thieno[3,2-b]pyridine C1(CC1)N1N=C(C(=C1)OC1=CC2=NC=CC=C2S1)C1CCOCC1